(S)-1-(trans-4-(2-bromo-5-cyanobenzoyl)-1-methoxy-4-((trimethylsilyl)oxy)cyclohexyl)propane BrC1=C(C(=O)C2(CCC(CC2)(OC)CCC)O[Si](C)(C)C)C=C(C=C1)C#N